BrC=1C(=NC(=NC1)Cl)NC(CNC(OC(C)(C)C)=O)C(C)C tert-butyl N-[2-[(5-bromo-2-chloro-pyrimidin-4-yl)amino]-3-methyl-butyl]carbamate